[Si](C1=CC=CC=C1)(C1=CC=CC=C1)(C(C)(C)C)OCCCC1=NNC(=N1)C1=CC=C(C=C1)F 3-{3-[(tert-butyldiphenylsilyl)oxy]propyl}-5-(4-fluorophenyl)-1H-1,2,4-triazole